2,3-dihydroxyl-1,3-propanediol OC(CO)C(O)O